cis-N-(4-chloro-3-((1R,2S)-2-cyanocyclobutyl)phenyl)-3-methyl-1-(5-methyl-1,3,4-oxadiazol-2-yl)-6-azabicyclo[3.1.1]heptane-6-carboxamide ClC1=C(C=C(C=C1)NC(=O)N1C2CC(CC1(C2)C=2OC(=NN2)C)C)[C@H]2[C@H](CC2)C#N